C(C)(C)(C)OC(=O)N1C2CN(C(C1)C2)C=2C=NC=C(C2)C2N(CC=CC2)C(=O)OC(C)(C)C 5-[5-(1-tert-butoxycarbonyl-3,6-dihydro-2H-pyridin-2-yl)-3-pyridinyl]-2,5-diazabicyclo[2.2.1]Heptane-2-carboxylic acid tert-butyl ester